(Z)-4-[4-[(E)-3-(4-Nitrophenyl)prop-2-enoyl]anilino]-4-oxobut-2-enoic acid [N+](=O)([O-])C1=CC=C(C=C1)/C=C/C(=O)C1=CC=C(NC(\C=C/C(=O)O)=O)C=C1